4-fluoropyrazolo[1,5-a]pyridin-5-amine FC=1C=2N(C=CC1N)N=CC2